(2R,3S,4S,5R)-3-(3,4-difluoro-2-isopropoxyphenyl)-4,5-dimethyl-5-(trifluoromethyl)tetrahydrofuran-2-carboxylic acid FC=1C(=C(C=CC1F)[C@H]1[C@@H](O[C@]([C@H]1C)(C(F)(F)F)C)C(=O)O)OC(C)C